methyl (E)-4-(6-(2-(3-methylbenzylidene)hydrazinyl)-2-morpholino-9H-purin-9-yl)piperidine-1-carboxylate CC=1C=C(\C=N\NC2=C3N=CN(C3=NC(=N2)N2CCOCC2)C2CCN(CC2)C(=O)OC)C=CC1